BrC1=C(C=CC(=C1)C(F)(F)F)CC(=O)C=1C=C(C#N)C=CC1 3-(2-(2-bromo-4-(trifluoromethyl)phenyl)acetyl)benzonitrile